N1(CCNCC1)C(=O)C1=CC=C(C=C1)C=1C=NC=C(C(=O)NC2=CC(=CC=C2)C)C1 5-(4-(piperazine-1-carbonyl)phenyl)-N-(m-methylphenyl)nicotinamide